C(CCC#C)(=O)OC1=CC=C(C=C1)C=O 4-FORMYLPHENYL PENT-4-YNOATE